CS monomethyl mercaptan